C(=C)C1=C(C=CC=C1)C1(C2=CC=CC=C2C=2C=CC=CC12)C1=C(C=CC=C1)C=C 9,9-bis-(ortho-vinylphenyl)-9H-fluorene